O=C1N(CCC1)CCCCCCN1C(CCC1)=O 1-[6-(2-oxopyrrolidin-1-yl)hexyl]pyrrolidin-2-one